CC1=NC(=NC=2N([C@H](C(N(C12)C([2H])([2H])[2H])=O)C)C)N[C@@H]1C[C@H](C1)OC1=CC(=C(C(=C1)F)F)F (7S)-4,7,8-trimethyl-5-(methyl-d3)-2-((trans-3-(3,4,5-trifluorophenoxy)-cyclobutyl)-amino)-7,8-dihydropteridin-6(5H)-one